C1(=CC=CC2=CC=CC=C12)CC(C#C)O 1-(naphthalen-1-yl)but-3-yn-2-ol